N[C@@H](C)C(=O)N[C@@H](CSSC[C@@H](C(=O)O)NC([C@@H](N)C)=O)C(=O)O N,N'-di-L-alanyl-L-cystine